tert-butyl (5R)-3,3-difluoro-5-(3-methyl-2-oxopyrrolidin-1-yl)piperidine-1-carboxylate FC1(CN(C[C@@H](C1)N1C(C(CC1)C)=O)C(=O)OC(C)(C)C)F